C(=O)N N-formyl-amine